C1(CCCCC1)N(SC=1SC2=C(N1)C=CC=C2)C2CCCCC2 N,N-dicyclohexylbenzothiazole-2-sulfenamide